ClC1=C(C=C(C=C1)C=1C=C2CCC3(C(C2=CC1)NC(O[C@@H]1CN2CCC1CC2)=O)CC3)OC (S)-quinuclidin-3-yl (6'-(4-chloro-3-methoxyphenyl)-3',4'-dihydro-1'H-spiro[cyclopropane-1,2'-naphthalen]-1'-yl)carbamate